[C@H]12OC[C@H](N(C1)C1=CC=NN1C=1C(=NN(C1)C1CCC3(CNC3)CC1)C(F)F)C2 5-((1R,4R)-2-oxa-5-azabicyclo[2.2.1]heptan-5-yl)-N-(3-(difluoromethyl)-1-(2-azaspiro[3.5]nonan-7-yl)-1H-pyrazol-4-yl)pyrazole